O1CCN(CC1)C(CN1N=CC(=C1)C=1N=C(C=2N(C1)N=CC2)C=2C=NN(C2)C(CC)CC)=O 1-morpholino-2-(4-(4-(1-(pentan-3-yl)-1H-pyrazol-4-yl)pyrazolo[1,5-a]pyrazin-6-yl)-1H-pyrazol-1-yl)ethanone